2-Methoxy-6-(trifluoromethoxy)benzenesulfonyl chloride COC1=C(C(=CC=C1)OC(F)(F)F)S(=O)(=O)Cl